CN(C)CC(CN1C2=C(C=C(C=C2)Br)C3=C1C=CC(=C3)Br)O The molecule is a member of the class of carbazoles that is 1-(carbazol-9-yl)-3-(dimethylamino)propan-2-ol bearing two additional bromo substituents at positions 3 and 6 on the carbazole ring system. It is a member of carbazoles, an organobromine compound, a secondary alcohol and a tertiary amino compound.